N1C(=NC2=C1C=CC=C2)[C@@H]2[C@H](C2)C(=O)N[C@@H](C(=O)NC2=CC=C(C=C2)Cl)C (1S,2S)-2-(1H-benzo[d]imidazol-2-yl)-N-((R)-1-((4-chlorophenyl)amino)-1-oxopropan-2-yl)cyclopropane-1-carboxamide